N-cyclohexyl-N'-isopropylcarbodiimide C1(CCCCC1)N=C=NC(C)C